2-{4-[(4-nitrophenyl)methyl]piperazin-1-yl}-N-(pyridin-2-ylmethyl)acetamide [N+](=O)([O-])C1=CC=C(C=C1)CN1CCN(CC1)CC(=O)NCC1=NC=CC=C1